1,3,5-Triisocyanato-2-methylbenzene N(=C=O)C1=C(C(=CC(=C1)N=C=O)N=C=O)C